OCC=1C(=NNC1)[C@@H]1[C@@H](N(CCC1)C(=O)OC)CO[C@@H]1CC[C@@H](CC1)C1=CC=CC=C1 Methyl (2R,3S)-3-(4-(hydroxymethyl)-1H-pyrazol-3-yl)-2-((((CIS)-4-phenylcyclohexyl) oxy) methyl)piperidine-1-carboxylate